C(#N)C1(CC(C1)(C1=NC=C(C=N1)B1OC(C(O1)(C)C)(C)C)N[S@](=O)C(C)(C)C)C (R)-N-((1s,3S)-3-cyano-3-methyl-1-(5-(4,4,5,5-tetramethyl-1,3,2-dioxaborolan-2-yl)pyrimidin-2-yl)cyclobutyl)-2-methylpropane-2-sulfinamide